3-methyl-5-hydroxy-2(5H)-furanone CC=1C(OC(C1)O)=O